2-((3-Chloro-4-fluorophenyl)amino)-N-(1-methyl-3-(trifluoromethyl)-1H-pyrazol-5-yl)benzamide ClC=1C=C(C=CC1F)NC1=C(C(=O)NC2=CC(=NN2C)C(F)(F)F)C=CC=C1